tert-butyl (S)-3-(fluoromethyl)piperidine-1-carboxylate FC[C@@H]1CN(CCC1)C(=O)OC(C)(C)C